Azidoethane N(=[N+]=[N-])CC